FC=1C=C(C=C(C1N1CC2(CSC2)C1)F)N1C(O[C@H](C1)CNS(=O)(=O)C)=O (R)-N-((3-(3,5-difluoro-4-(2-thia-6-azaspiro[3.3]hept-6-yl)phenyl)-2-oxooxazolidin-5-yl)methyl)methanesulfonamide